benzyl-5-chloro-1-[(4-methoxyphenyl)methyl]-2'-methyl-6'-(1-methyltriazol-4-yl)spiro[indoline-3,4'-piperidine]-2-one C(C1=CC=CC=C1)N1C(CC2(CC1C=1N=NN(C1)C)C(N(C1=CC=C(C=C12)Cl)CC1=CC=C(C=C1)OC)=O)C